FC1=C(CC2=C3N(C=C(N2)C2=CC=CC=C2)C(C(=N3)CC=3OC(=CC3)CC)=O)C(=CC=C1)F 8-(2,6-Difluorobenzyl)-2-((5-ethylfuran-2-yl)methyl)-6-phenylimidazo[1,2-a]pyrazin-3(7H)-on